C1(CCCC1)SC1=C(C=CC=C1)C1=NCC(N(C2=C1C=C(C=C2)[N+](=O)[O-])C)=O 5-[2-(cyclopentylsulfanyl)phenyl]-1-methyl-7-nitro-1,3-dihydro-2H-1,4-benzodiazepin-2-one